8-bromo-2-(6,6-difluoro-3-azabicyclo[3.1.0]hexan-3-yl)-3,6-dimethyl-quinazolin-4-one BrC=1C=C(C=C2C(N(C(=NC12)N1CC2C(C2C1)(F)F)C)=O)C